CN1N=C2[C@@H](N(CCC2=C1C1=CC(=C(C(=C1)F)F)F)C(=O)C1=CNC2=C1C=NC=C2)C (S)-(2,7-dimethyl-3-(3,4,5-trifluorophenyl)-2,4,5,7-tetrahydro-6H-pyrazolo[3,4-c]pyridin-6-yl)(1H-pyrrolo[3,2-c]pyridin-3-yl)methanone